glutamyl-ammonium N[C@@H](CCC(=O)O)C(=O)[NH3+]